ethyl 5-[bis[(4-methoxyphenyl)methyl]amino]-6-bromo-1H-pyrrolo[3,2-b]pyridine-2-carboxylate COC1=CC=C(C=C1)CN(C1=C(C=C2C(=N1)C=C(N2)C(=O)OCC)Br)CC2=CC=C(C=C2)OC